(R)-N-(8,9-difluoro-6-oxo-1,4,5,6-tetrahydro-2H-pyrano[3,4-c]isoquinolin-1-yl)-N,4-dimethyl-1H-indole-2-carboxamide FC=1C(=CC=2C3=C(NC(C2C1)=O)COC[C@@H]3N(C(=O)C=3NC1=CC=CC(=C1C3)C)C)F